CN(C(=O)OC(C)(C)C)CCN=C=S (N-methyl-N-t-Butoxycarbonylamino)ethyl isothiocyanate